3-((Tert-Butyldimethylsilanyl)ethynyl)-13-(3-fluoro-4-((4-methylpyrimidin-2-yl)oxy)phenyl)-6,7-dihydro-5H-pyrido[3,4-c]pyrimido[5',4':4,5]pyrrolo[1,2-a]azepine-12-amine [Si](C)(C)(C(C)(C)C)C#CC1=CC2=C(C=3N(CCC2)C2=C(C3C3=CC(=C(C=C3)OC3=NC=CC(=N3)C)F)C(=NC=N2)N)C=N1